Cl.ClCC=1C=NC=CC1 3-(chloromethyl)pyridine hydrochloride salt